CN(C1=CC2=C(C=N1)NC(=N2)CC#N)C 2-(6-(dimethylamino)-3H-imidazo[4,5-c]pyridine-2-yl)acetonitrile